N-(1'-(2-(1,1-difluoropropyl)-6-methylpyrimidin-4-yl)-1',2'-dihydrospiro[cyclopropane-1,3'-pyrrolo[3,2-c]pyridin]-6'-yl)acetamide FC(CC)(F)C1=NC(=CC(=N1)N1CC2(C=3C=NC(=CC31)NC(C)=O)CC2)C